C(C)C(COC(CC(CCCCCCCCC(=O)OCC(CCCC)CC)C)=O)CCCC beta-methyldodecanedioic acid bis(2-ethylhexyl) ester